CN1N=CC=C1C(=O)NC=1SC2=C(N1)C=CC(=C2)C(=O)O 2-(1-methyl-1H-pyrazole-5-carboxamido)benzo[d]thiazole-6-carboxylic acid